tert-butyl 4-(((2R,4s,6S)-2-cyano-6-(4-(methoxycarbonyl)phenyl)-7-azaspiro[3.5]nonan-7-yl)methyl)-5-methoxy-7-methyl-1H-indole-1-carboxylate C(#N)C1CC2(C1)C[C@H](N(CC2)CC2=C1C=CN(C1=C(C=C2OC)C)C(=O)OC(C)(C)C)C2=CC=C(C=C2)C(=O)OC